3-(4-(2-(pyrrolidin-1-yl)ethoxy)phenyl)-1-(thieno[2,3-c]Pyridin-7-yl)-1H-1,2,4-triazole-3,5-diamine N1(CCCC1)CCOC1=CC=C(C=C1)C1(NN(C(=N1)N)C=1N=CC=C2C1SC=C2)N